C(C=C)(=O)OCCN1CCOCC1 acryloyloxyethylmorpholine